O=C1C(C(C2=CC(=CC=C12)C(=O)C=1C=C2C(C(C(C2=CC1)=O)C(CC=1C=NC=CC1)=O)=O)=O)C(CC=1C=NC=CC1)=O 5-{1,3-dioxo-2-[2-(pyridin-3-yl)acetyl]-2,3-dihydro-1H-indene-5-carbonyl}-2-[2-(pyridin-3-yl)acetyl]-2,3-dihydro-1H-indene-1,3-dione